CN1N=C(N=C1)C1=CC(=C(C=C1)NC1=C2C(=NC(=C1)NC(=O)C1CC1)NN=C2)S(=O)(=O)C N-(4-((4-(1-methyl-1H-1,2,4-triazol-3-yl)-2-(methylsulfonyl)phenyl)amino)-1H-pyrazolo[3,4-b]pyridin-6-yl)cyclopropanecarboxamide